COC1=CC=C(C=N1)C1=CC(=C(C2=C1OC(O2)(C2CCN(CC2)CC(F)(F)F)C)C)C(=O)NCC=2C(NC(=CC2SC)C)=O 7-(6-methoxypyridine-3-yl)-2,4-dimethyl-N-((6-methyl-4-(methylthio)-2-oxo-1,2-dihydropyridin-3-yl)methyl)-2-(1-(2,2,2-trifluoroethyl)piperidine-4-yl)benzo[d][1,3]dioxole-5-carboxamide